Cyclopropanecarboxylic acid [7-(3-ethylaminomethyl-phenyl)-4-methoxy-thiazolo[4,5-c]pyridin-2-yl]-amide C(C)NCC=1C=C(C=CC1)C=1C2=C(C(=NC1)OC)N=C(S2)NC(=O)C2CC2